acetic acid 1-phenethyl ester C(CC1=CC=CC=C1)OC(C)=O